BrC1=C(C(=O)NC2=CC(=NN2C=2NC(C(=C(N2)C)C)=O)C)C=CC=C1 bromo-N-(1-(4,5-dimethyl-6-oxo-1,6-dihydropyrimidin-2-yl)-3-methyl-1H-pyrazol-5-yl)benzamide